3-(5-chloropyrimidin-2-yl)-3-(1-(trifluoromethyl)cyclopropyl)propanoic acid ClC=1C=NC(=NC1)C(CC(=O)O)C1(CC1)C(F)(F)F